O=C1NC(CCC1N1C(C2=CC=CC(=C2C1)SCCCCCN1CCN(CC1)C1=CC=C(C(=O)N2CCC(CC2)CCCCNC(\C=C\C=2C=NC=CC2)=O)C=C1)=O)=O (E)-N-(4-(1-(4-(4-(5-((2-(2,6-dioxopiperidin-3-yl)-1-oxoisoindolin-4-yl)thio)pentyl)piperazin-1-yl)benzoyl)piperidin-4-yl)butyl)-3-(pyridin-3-yl)acrylamide